C1(=CC=CC=C1)C#CC=1C=C2C=CC(=CC2=CC1)OC(C)=O Acetic acid (6-phenylethynyl-2-naphthyl) ester